2-chloro-N-[(3R)-pyrrolidin-3-yl]-4-[[3-[3-(trifluoromethyl)-1H-pyrazol-4-yl]imidazo[1,2-a]pyrazin-8-yl]amino]benzamide ClC1=C(C(=O)N[C@H]2CNCC2)C=CC(=C1)NC=1C=2N(C=CN1)C(=CN2)C=2C(=NNC2)C(F)(F)F